Ethylendicystein C(CN[C@@H](CS)C(=O)O)N[C@@H](CS)C(=O)O